N1C(=O)NC(=O)C(CC(=O)[O-])=C1 thymineAT